6-((1-(tert-butyl)-3-((1s,4s)-4-hydroxycyclohexyl)-1H-pyrazol-5-yl)amino)-2-(4-methoxybenzyl)-2,3-dihydrobenzo[d]isothiazole 1,1-dioxide C(C)(C)(C)N1N=C(C=C1NC1=CC2=C(CN(S2(=O)=O)CC2=CC=C(C=C2)OC)C=C1)C1CCC(CC1)O